BrC(F)(F)C1=C(C=CC=C1Cl)Cl (bromodifluoromethyl)-1,3-dichlorobenzene